ClC1=C(C=C2C=C(N=CC2=C1)NC(=O)[C@@H]1[C@H](C1)C=1C=NC=NC1)C1CCN(CC1)[C@@]1(COC[C@@H]1O)C (1S,2S)-N-(7-chloro-6-(1-((3R,4R)-4-hydroxy-3-methyltetrahydrofuran-3-yl)piperidin-4-yl)isoquinolin-3-yl)-2-(pyrimidin-5-yl)cyclopropane-1-carboxamide